methyl-(cyclohexyl)dimethoxysilane C[Si](OC)(OC)C1CCCCC1